N-(6-amino-5-cyclopropylpyridin-3-yl)-2-(2-(2-(2-methoxyethyl)benzo[d]thiazol-5-yl)-5-methylpiperidin-1-yl)-2-oxoacetamide NC1=C(C=C(C=N1)NC(C(=O)N1C(CCC(C1)C)C=1C=CC2=C(N=C(S2)CCOC)C1)=O)C1CC1